Cl[Ta]=CC(C)(C)C chloro(neopentylidene)tantalum